BrC=1C(=NN(C1CC)C)CO 4-bromo-5-ethyl-1-methyl-1H-pyrazole-3-methanol